CCC(C)(C)[O-].[Na+] sodium tertpentoxide